4-(3,6-dihydro-2H-pyran-4-yl)-3-(2-trityl-2H-tetrazol-5-yl)aniline O1CCC(=CC1)C1=C(C=C(N)C=C1)C=1N=NN(N1)C(C1=CC=CC=C1)(C1=CC=CC=C1)C1=CC=CC=C1